(±)-10-((3,4-dichlorophenyl)carbamoyl)-6,7,8,9-tetrahydro-5H-5,8-epiminocyclohepta[c]-pyridine 2-oxide ClC=1C=C(C=CC1Cl)NC(=O)N1C2CCC1CC=1C=[N+](C=CC12)[O-]